N-(2-sulfamoyl-4-pyridyl)-5-(trifluoromethyl)-2-[3-[[4-(trifluoro-methyl)phenyl]methyl]-1-piperidyl]pyridine-3-carboxamide S(N)(=O)(=O)C1=NC=CC(=C1)NC(=O)C=1C(=NC=C(C1)C(F)(F)F)N1CC(CCC1)CC1=CC=C(C=C1)C(F)(F)F